OCC1=CC2=C(C(=N1)C1=CC=C(C(=O)O)C=C1)C=CO2 4-[6-(hydroxymethyl)furo[3,2-c]pyridin-4-yl]benzoic acid